[N+](=O)([O-])C=1C(=C(C=CC1CCO)O)N 3-Nitro-4-(2-hydroxy-ethyl)-aminophenol